OC(CCN1N=C2C=C(C(=CC2=C1)NC(C1=CC(C(=O)N)=CC=C1)=O)N1CCOCC1)(C)C N-(2-(3-hydroxy-3-methylbutyl)-6-morpholino-2H-indazol-5-yl)isophthalamide